OCCCOC1=CC=C(C=C1)OCCCO 1,4-bis(3-hydroxypropoxy)benzene